tert-butyl N-(7-chloro-2,6-naphthyridin-3-yl)-N-ethylcarbamate ClC1=NC=C2C=C(N=CC2=C1)N(C(OC(C)(C)C)=O)CC